C(C)(C)C(C(=O)O)(CCC)C 2-isopropyl-2-methylpentanoic acid